COC=1C(=C2C=CN(C2=C(C1)C)C(=O)OC(C)(C)C)CN1[C@@H](CNCC1)C1=CC=C(C=C1)C(=O)OC |r| Racemic-tert-butyl 5-methoxy-4-((2-(4-(methoxycarbonyl)phenyl)piperazin-1-yl)methyl)-7-methyl-1H-indole-1-carboxylate